S-(2,3-bis(palmitoyloxy)-(2RS)-propyl)-(R)-cysteinyl-4-((6-amino-2-(butylamino)-8-hydroxy-9H-purin-9-yl)methyl)aniline sodium [Na].C(CCCCCCCCCCCCCCC)(=O)O[C@@H](CSC[C@H](N)C(=O)NC1=CC=C(C=C1)CN1C2=NC(=NC(=C2N=C1O)N)NCCCC)COC(CCCCCCCCCCCCCCC)=O |&1:19|